pentamethyl-phenyl-disilazanen CC1=C(C(=C(C(=C1[SiH]=N[SiH3])C)C)C)C